P12CCC(CC1)CC2 1-phosphabicyclo[2.2.2]octane